1-[3-(2-methoxyethyl)-7-morpholino-3H-1,3,4-triazainden-5-yl]-3-(m-tolyl)-5-pyrazolecarboxamide COCCN1C=NC2=C(C=C(N=C12)N1N=C(C=C1C(=O)N)C=1C=C(C=CC1)C)N1CCOCC1